(E)-11-(bicyclo[2.2.2]octan-1-yl)undec-10-enoic acid C12(CCC(CC1)CC2)/C=C/CCCCCCCCC(=O)O